CC(CN1C(C1)C)(C)O 2-methyl-1-(2-methylaziridin-1-yl)propan-2-ol